2-[(2E)-2-(aminomethyl)-3-fluoroprop-2-en-1-yl]-4-({5-[4-(dimethylamino)phenyl]thiophen-2-yl}methyl)-2,4-dihydro-3H-1,2,4-triazol-3-one hydrochloride Cl.NC/C(/CN1N=CN(C1=O)CC=1SC(=CC1)C1=CC=C(C=C1)N(C)C)=C\F